COC(/C(=C/C=1C(NC=2CCC(CC2C1)(C)C)=O)/NC(=O)OC(C)(C)C)=O.BrC1=NC(=CC=C1)C1=CC(=C(C=C1)OC)OCCC 2-bromo-6-(4-methoxy-3-propoxyphenyl)pyridine Methyl-(Z)-2-((tert-butoxycarbonyl)amino)-3-(6,6-dimethyl-2-oxo-1,2,5,6,7,8-hexahydroquinolin-3-yl)acrylate